Cl[C@@H]1C=CC(OCC=2C=NC=C(C#N)C2)=CC1(CN1CC(CCC1)O)OCC=1C(=C(C=CC1)C1=C(C(=CC=C1)O)C)C (R)-5-((4-chloro-5-((3'-hydroxy-2,2'-dimethyl-[1,1'-biphenyl]-3-yl)methoxy)-5-((3-hydroxypiperidin-1-yl)methyl)phenoxy)methyl)nicotinonitrile